ClC=1C=C(C=CC1F)CN(S(=O)(=O)C1=CC=C(C=C1)C)CC(OC)OC N-[(3-chloro-4-fluoro-phenyl)methyl]-N-(2,2-dimethoxyethyl)-4-methyl-benzenesulfonamide